C(C)(C)C1=C(C=CC=C1)N1C(N=CC2=C1C=NC=C2)=O 1-(2-isopropylphenyl)-2-oxo-1,2-dihydropyrido[3,4-d]pyrimidine